ClC1=C(C(=O)O)C(=CC(=C1)C1=CC=C(C=C1)OC)Cl 2,6-dichloro-4-(4-methoxyphenyl)benzoic acid